ClC=1C=NC(=C(C(=O)NC2CCC(CC2)CN2C(N(C3=C2C=CC=C3)C3=CC=C2C=CN=CC2=C3)=O)C1)C(F)F 5-chloro-2-(difluoromethyl)-N-((1r,4r)-4-((3-(isoquinolin-7-yl)-2-oxo-2,3-dihydro-1H-benzo[d]imidazol-1-yl)methyl)cyclohexyl)nicotinamide